(E)-Methyl 4-((3-(7-carbamoyl-1H-indol-4-yl)phenyl)amino)-4-oxobut-2-enoate C(N)(=O)C=1C=CC(=C2C=CNC12)C=1C=C(C=CC1)NC(/C=C/C(=O)OC)=O